C(C=C)OC1=NC(=NC(=N1)Cl)Cl allyloxydichloros-triazine